C1(CC1)C1=NN(C=C1C1=CC=C2C(=N1)N(C=C2)C(C)C)[C@@H]2C[C@H](C2)CNC=2C=C1CN(CC1=CC2)C2C(NC(CC2)=O)=O 5-(((trans-3-(3-cyclopropyl-4-(1-isopropyl-1H-pyrrolo[2,3-b]pyridin-6-yl)-1H-pyrazol-1-yl)cyclobutyl)methyl)amino)-2-(2,6-dioxopiperidin-3-yl)isoindoline